1-(tert-butyl) 2-Methyl (2S,4S)-4-((tert-butyldimethylsilyl) oxy)-pyrrolidine-1,2-dicarboxylate [Si](C)(C)(C(C)(C)C)O[C@H]1C[C@H](N(C1)C(=O)OC(C)(C)C)C(=O)OC